C(#N)C=1C(=NC=C(C(=O)NC2=CC(=C(C=C2)C)NC2=NC=CC=C2C2=C3N=CN(C3=NC=N2)C2OCCCC2)C1)I 5-cyano-6-iodo-N-(4-methyl-3-((3-(9-(tetrahydro-2H-pyran-2-yl)-9H-purin-6-yl)pyridin-2-yl)amino)phenyl)nicotinamide